1,3-bis-(2,6-diisopropylphenyl)-2-iodoimidazolium tetrafluoroborate F[B-](F)(F)F.C(C)(C)C1=C(C(=CC=C1)C(C)C)N1C(=[N+](C=C1)C1=C(C=CC=C1C(C)C)C(C)C)I